BrC=1C(=C(C(=O)OC)C=CC1O[Si](C)(C)C(C)(C)C)CBr methyl 3-bromo-2-(bromomethyl)-4-[tert-butyl(dimethyl)silyl]oxy-benzoate